C(C1=CC=CC=C1)OC(NN)=O.N1=C(C=CC=C1)NN Pyridin-2-yl-Hydrazine benzyl-Carbazate